FC(OC1=C(C=C(C=C1)SC(C)C)C1=NN(C=C1NC(=O)C=1C=NN2C1N=CC=C2)CC(=O)N2CCC(CC2)N(C)CC2OCCO2)F N-[3-[2-(difluoromethoxy)-5-isopropylsulfanyl-phenyl]-1-[2-[4-[1,3-dioxolan-2-ylmethyl(methyl)amino]-1-piperidyl]-2-oxo-ethyl]pyrazol-4-yl]pyrazolo[1,5-a]pyrimidine-3-carboxamide